hydroxylpropyl-methacrylamide OCCCC=C(C(=O)N)C